C(N)(=O)C1=CC(=C(C=C1)N(C(OC(C)(C)C)=O)CC#C)OC tert-butyl (4-carbamoyl-2-methoxyphenyl)(prop-2-yn-1-yl)carbamate